octacosyl-dimethylammonium chloride [Cl-].C(CCCCCCCCCCCCCCCCCCCCCCCCCCC)[NH+](C)C